CCCCCCCC/C=C\CCCCCCC(=O)C(=O)O keto-oleic acid